2-(4-Methoxyphenyl)oxazole-4-carboxylic acid COC1=CC=C(C=C1)C=1OC=C(N1)C(=O)O